(6aR,8S)-2-bromo-5-(4-(trifluoromethyl) phenyl)-5,6,6a,7,8,9-hexahydropyrido[3,2-e]pyrrolo[1,2-a]pyrazin-8-yl methanesulfonate CS(=O)(=O)O[C@H]1C[C@H]2N(C3=C(N(C2)C2=CC=C(C=C2)C(F)(F)F)C=CC(=N3)Br)C1